C(=O)O.F[C@@H]1[C@@H](CNC1)N(C=1SC2=C(N=NC(=C2)C2=C(C=C(C=C2)C=2C=NNC2)O)N1)C 2-(6-{[(3R,4S)-4-fluoropyrrolidin-3-yl](methyl)amino}[1,3]thiazolo[4,5-c]pyridazin-3-yl)-5-(1H-pyrazol-4-yl)phenol formate salt